6-fluoro-N-methyl-1H-indazol-3-amine FC1=CC=C2C(=NNC2=C1)NC